ClC=1C=C(C=CC1C#N)N(C1CCC(CC1)NC(=O)C1=CC=C(N=N1)N1CCC(CC1)CN1CCN(CC1)C(=O)OC(C)(C)C)C tert-butyl 4-((1-(6-(((1R,4R)-4-((3-chloro-4-cyanophenyl)(methyl)amino)-cyclohexyl)carbamoyl)pyridazin-3-yl)piperidin-4-yl)methyl)piperazine-1-carboxylate